N1=CC(=CC=C1)N1N=NN(C1=O)\C=C\S(=O)(=O)C1=CC=C(C)C=C1 (E)-1-(pyridin-3-yl)-4-(2-tosylvinyl)-1,4-dihydro-5H-tetrazol-5-one